[Te].[Sb].[Ge].[Al] aluminum-germanium-antimony-tellurium